CN1C2=C(OCC1)N=CC(=C2C)C=2C1=C(N=C(N2)NC=2C=NC=3CCN(CC3C2)C)CNCC1 (1,8-dimethyl-2,3-dihydro-1H-pyrido[2,3-b][1,4]oxazin-7-yl)-N-(6-methyl-5,6,7,8-tetrahydro-1,6-naphthyridin-3-yl)-5,6,7,8-tetrahydropyrido[3,4-d]pyrimidin-2-amine